O=C1NC(CCC1N1C(C2=CC=C(C=C2C1=O)N([C@H]1[C@@H](CC2=CC=CC=C12)NC)C)=O)=O 2-(2,6-dioxopiperidin-3-yl)-5-(methyl((1R,2R)-2-(methylamino)-2,3-dihydro-1H-inden-1-yl)amino)isoindoline-1,3-dione